perhydro-5,5,8a-trimethyl-2-naphthalenone CC1(C2CCC(CC2(CCC1)C)=O)C